4-((5-cyclopropyl-3-(2-(trifluoromethoxy)phenyl)isoxazol-4-yl)methoxy)azepane-1-carboxylic acid tert-butyl ester C(C)(C)(C)OC(=O)N1CCC(CCC1)OCC=1C(=NOC1C1CC1)C1=C(C=CC=C1)OC(F)(F)F